(2R,3R,4R,5R)-2-[(6-amino-5-nitropyrimidin-4-yl)amino]-5-(hydroxymethyl)oxolane-3,4-diol NC1=C(C(=NC=N1)N[C@@H]1O[C@@H]([C@@H]([C@H]1O)O)CO)[N+](=O)[O-]